BrC1=CC(=C2C(=N1)C=NN2CCC)Br 5,7-dibromo-1-propyl-1H-pyrazolo[4,3-b]pyridine